3-[[4-[(1R)-2-(tert-butoxycarbonylamino)-1-methyl-ethoxy]-6-(2,6-dimethylphenyl)pyrimidin-2-yl]sulfamoyl]benzoic acid C(C)(C)(C)OC(=O)NC[C@H](OC1=NC(=NC(=C1)C1=C(C=CC=C1C)C)NS(=O)(=O)C=1C=C(C(=O)O)C=CC1)C